1H-pyrrole-2,4-dicarboxylic acid N1C(=CC(=C1)C(=O)O)C(=O)O